L-6-hydroxynicotine CN1CCC[C@H]1C2=CNC(=O)C=C2